Cl.BrC1=CC(=C(C=C1)[C@@H](C)N)C (R)-1-(4-bromo-2-methylphenyl)ethan-1-amine Hydrochloride